ClC=1C=NC=C(C1[C@@H](C)OC=1C=C2C(=NNC2=CC1)C=1C=NN(C1)C1CCN(CC1)C(=O)N(C)C)Cl 4-[4-[5-[(1R)-1-(3,5-dichloro-4-pyridyl)ethoxy]-1H-indazol-3-yl]pyrazol-1-yl]-N,N-dimethyl-piperidine-1-carboxamide